2,2'-bis((diphenylphosphaneyl)methyl)-1,1'-biphenyl C1(=CC=CC=C1)P(C1=CC=CC=C1)CC1=C(C=CC=C1)C1=C(C=CC=C1)CP(C1=CC=CC=C1)C1=CC=CC=C1